CS(=O)(=O)CC[C@@H]1CC[C@H](CC1)NC(OC(C)(C)C)=O tert-butyl {trans-4-[2-(methylsulfonyl)ethyl]cyclohexyl}carbamate